3-(4-{[(5-ethylpyridin-2-yl)methyl](methyl)sulfamoyl}phenyl)-1-(pyridin-3-ylmethyl)urea C(C)C=1C=CC(=NC1)CN(S(=O)(=O)C1=CC=C(C=C1)NC(NCC=1C=NC=CC1)=O)C